ClC1=NC=C(C(=N1)N1CCOCC1)C(F)(F)F 4-[2-chloro-5-(trifluoromethyl)pyrimidin-4-yl]morpholine